C(CC(O)(C(=O)O)CC(=O)O)(=O)O.C(C)O[C@H]([C@]1(CN(CC1)C(C)(C)C=1C=CC(=NC1)C)CCC=1SC(=CC1)F)C1=CC=CC=C1 |o1:16,17| 5-(2-((R or S)-3-((S or R)-ethoxy(phenyl)methyl)-3-(2-(5-fluorothiophen-2-yl)ethyl)pyrrolidin-1-yl)propan-2-yl)-2-methylpyridine citrate